NC=1C=2N(C=CN1)C(=NC2C2=C(C=C(C=C2)NC([C@@H](O)C2=CC(=CC=C2)F)=O)C)C (S)-N-(4-(8-amino-3-methylimidazo[1,5-a]pyrazin-1-yl)-3-methylphenyl)-2-(3-fluorophenyl)-2-hydroxyacetamide